12-methoxy-2,8,10,12,14,16-hexamethyl-6-oxa-2,16-diazaspiro[4.12]heptadecane-7,9-dione COC1(CC(C(C(C(OC2(CCN(C2)C)CN(CC(C1)C)C)=O)C)=O)C)C